tetrabutyl-phosphine valine salt N[C@@H](C(C)C)C(=O)O.C(CCC)P(CCCC)(CCCC)CCCC